propyl-3,4,5-heptanetriol C(CC)CCC(C(C(CC)O)O)O